1,1,1,2,2,3,3,4,4,7,7,8,8,9,9,10,10,10-octadecafluoro-5-decene FC(C(C(C(C=CC(C(C(C(F)(F)F)(F)F)(F)F)(F)F)(F)F)(F)F)(F)F)(F)F